C(C1=CC=CC=C1)[N+]1=CC=C(C=C1)C1=CC=[N+](C=C1)CC1=CC=CC=C1 1,1'-dibenzyl-4,4'-bipyridinium